(6-Chloropyridin-2-yl)(3,3,7,8-tetrafluoro-4-hydroxy-1-azaspiro[4.4]nonan-1-yl)methanone ClC1=CC=CC(=N1)C(=O)N1CC(C(C12CC(C(C2)F)F)O)(F)F